N-[1-[2-[(1-ethyl-3-methyl-pyrazol-4-yl)amino]-5-fluoro-pyrimidin-4-yl]-3-methyl-indol-5-yl]prop-2-enamide C(C)N1N=C(C(=C1)NC1=NC=C(C(=N1)N1C=C(C2=CC(=CC=C12)NC(C=C)=O)C)F)C